4-cyclopropyloxazolidin-2-one C1(CC1)C1NC(OC1)=O